[trans-4-(tert-butoxycarbonylamino)cyclohexyl] 4-methylbenzenesulfonate CC1=CC=C(C=C1)S(=O)(=O)O[C@@H]1CC[C@H](CC1)NC(=O)OC(C)(C)C